di(3-aminophenoxy)biphenyl Methyl-4-amino-1-(4-aminophenyl)-7-(ethoxy)-2-oxo-1,2-dihydro-1,8-naphthyridine-3-carboxylate COC(=O)C=1C(N(C2=NC(=CC=C2C1N)OCC)C1=CC=C(C=C1)N)=O.NC=1C=C(OC2=CC=C(C=C2)C2=CC=C(C=C2)OC2=CC(=CC=C2)N)C=CC1